2-[1-[3,6-Dimethyl-4-oxo-2-(2-pyridyl)chromen-8-yl]ethylamino]benzoic acid CC1=C(OC2=C(C=C(C=C2C1=O)C)C(C)NC1=C(C(=O)O)C=CC=C1)C1=NC=CC=C1